tert-butyl (3-(6-(1H-benzo[d]imidazol-2-yl)picolinoyl)-3-azabicyclo[3.1.0]hexan-6-yl)carbamate N1C(=NC2=C1C=CC=C2)C2=CC=CC(=N2)C(=O)N2CC1C(C1C2)NC(OC(C)(C)C)=O